2-(2,3-Difluorophenyl)-4-(trifluoromethyl)pyrrolidine FC1=C(C=CC=C1F)C1NCC(C1)C(F)(F)F